[N-]1C=CC=C1.[Li+] lithium pyrrolide